C1(=CC=CC=2C3=CC=CC=C3CC12)COC(=O)N[C@@H](CC(C)C)C(=O)O N-Fluorenylmethoxycarbonyl-L-leucine